N-(3-chloro-2-fluoro-4-((2-methyl-2H-indazol-6-yl)oxy)phenyl)-6-(piperidin-4-yloxy)pyrido[3,2-d]pyrimidin-4-amine hydrochloride Cl.ClC=1C(=C(C=CC1OC=1C=CC2=CN(N=C2C1)C)NC=1C2=C(N=CN1)C=CC(=N2)OC2CCNCC2)F